hexyl 2-[2-oxo-3-(2-oxopyrrolidin-1-yl)azepan-1-yl]acetate O=C1N(CCCCC1N1C(CCC1)=O)CC(=O)OCCCCCC